C(C=C)(=O)OC=1OC=CC1 furan-2-yl acrylate